(2S,3S,4R,5R)-5-{4-aminopyrrolo[2,3-d]pyrimidin-7-yl}-2-fluoro-2-(hydroxymethyl)oxolane-3,4-diol NC=1C2=C(N=CN1)N(C=C2)[C@H]2[C@@H]([C@@H]([C@](O2)(CO)F)O)O